COC(\C=C\C1=CC=C(C=C1)F)=O (2E)-3-(4-fluorophenyl)prop-2-enoic acid methyl ester